isopropyl-ethane-1,2-diamine C(C)(C)C(CN)N